3-methyl-1-(pyridin-2-yl)-1H-pyrazin-5-ol CC=1CN(C=C(N1)O)C1=NC=CC=C1